(1S,2S,SR)-ethyl 3,8-diazabicyclo[3.2.1]octane-2-carboxylate [C@@H]12[C@H](NC[C@H](CC1)N2)C(=O)OCC |&1:4|